(1s,4s)-4-(toluenesulfonyloxy)cyclohexane-1-carboxylic acid ethyl ester C(C)OC(=O)C1CCC(CC1)OS(=O)(=O)CC1=CC=CC=C1